C(C)[C@]1(C(OCC=2C(N3CC=4C(=NC=5C=C(C(=CC5C4CNS(=O)(=O)CC4=CC=C(C=C4)[N+](=O)[O-])C)F)C3=CC21)=O)=O)O (S)-N-((4-ethyl-8-fluoro-4-hydroxy-9-methyl-3,14-dioxo-3,4,12,14-tetrahydro-1H-pyrano-[3',4':6,7]indolizino[1,2-b]quinolin-11-yl)methyl)-1-(4-nitro-phenyl)methanesulfonamide